N1(C=CC=2C1=NC(=CC2)C(=O)OC)C(=O)OC(C)(C)C 1-tert-butyl 6-methyl pyrrolo[2,3-b]pyridine-1,6-dicarboxylate